CN(C1=CC=C(C=C2C(NC(C2)=O)=O)C=C1)C 3-(4-dimethylaminobenzylidene)pyrrolidine-2,5-dione